sodium 5-(5-{[cis-3-(cyclopentylmethoxy)cyclobutyl]oxy}pyrazin-2-yl)isoxazol-3-olate C1(CCCC1)CO[C@H]1C[C@H](C1)OC=1N=CC(=NC1)C1=CC(=NO1)[O-].[Na+]